ClC1=C(C(=NC=C1)F)C=O 4-Chloro-2-fluoro-pyridine-3-carbaldehyde